BrC1=C(C(=CC=C1)C(F)F)C 1-bromo-3-(difluoromethyl)-2-methylbenzene